C1(CC2C(CC1)O2)CC[Si](OCCCC)(OCCCC)C β-(3,4-epoxycyclohexyl)ethyl-methyldibutoxysilane